BrC=1C2=C(SC1C=O)C=CC(=C2)C2=CC=C(C(=O)O)C=C2 4-(3-bromo-2-formylbenzo[b]thiophen-5-yl)benzoic acid